C(CC(O)(C(=O)OCCCC)CC(=O)OCCCC)(=O)OCCCC tri-n-butyl citrate